Cl.C[C@H]1N(CCNC1)C(CCC1=NC2=CC=CC=C2C(N1)=O)=O 2-[3-[(2R)-2-methylpiperazin-1-yl]-3-oxo-propyl]-3H-quinazolin-4-one hydrochloride